cerium tri(tetramethylcyclopentadiene) CC1=C(C(=C(C1)C)C)C.CC1=C(C(=C(C1)C)C)C.CC1=C(C(=C(C1)C)C)C.[Ce]